Gold-antimony-tungsten [W].[Sb].[Au]